COC1=C(C=CC=C1C=1C=NN(C1)[C@@H]1[C@H](COCC1)OC)C1=NN(C2=CN=C(C=C21)NC(=O)C2CC2)C N-(3-(2-methoxy-3-(1-((3R,4S)-3-methoxytetrahydro-2H-pyran-4-yl)-1H-pyrazol-4-yl)phenyl)-1-methyl-1H-pyrazolo[3,4-c]pyridin-5-yl)cyclopropanecarboxamide